1-bromo-9,9-spirobifluorene BrC1=CC=CC=2C3=CC=CC=C3C3(C12)C1=CC=CC=C1C=1C=CC=CC13